NC1=NC=C(C=N1)CC(=O)OC(C)(C)C tert-butyl 2-(2-aminopyrimidin-5-yl)acetate